SC[C@H](C(=O)N[C@@H](CCSC)C(=O)O)CC1=C(C=CC=C1)C N-[2(S)-mercaptomethyl-3-(2-methylphenyl)-propionyl]methionine